C12CN(CC(CC1)N2)C2=NC(=NC1=C(C(=C(C=C21)Cl)C2=CC=C(C1=C2N=C(S1)N)F)F)OCC12CCCN2CCC1 4-(4-(3,8-diazabicyclo[3.2.1]octan-3-yl)-6-chloro-8-fluoro-2-((tetrahydro-1H-pyrrolizin-7a(5H)-yl)methoxy)quinazolin-7-yl)-7-fluorobenzo[d]thiazol-2-amine